4-((2-((4-fluorobenzyl)thio)-1H-benzo[d]imidazol-1-yl)methyl)-N-(3-methoxypropyl)benzamide FC1=CC=C(CSC2=NC3=C(N2CC2=CC=C(C(=O)NCCCOC)C=C2)C=CC=C3)C=C1